C(#N)C=1C(NC2=C[N+](=C(C=C2C1N1CCC(CC1)(C)OC)C)[O-])=O 3-cyano-4-(4-methoxy-4-methylpiperidin-1-yl)-6-methyl-2-oxo-1,2-dihydro-1,7-naphthyridine 7-oxide